3-oxetanylmethyl ether O1CC(C1)OC